tert-butyl 3-(2-(2-chloro-5-cyanophenyl)-5,7-difluoro-4-oxo-1,4-dihydroquinolin-6-yl)benzoate ClC1=C(C=C(C=C1)C#N)C=1NC2=CC(=C(C(=C2C(C1)=O)F)C=1C=C(C(=O)OC(C)(C)C)C=CC1)F